9,10-bis(1,1'-biphenyl-2-yl)-N-[4-(9H-carbazol-9-yl)phenyl]-N-Phenylanthracene-2-amine C1(=C(C=CC=C1)C=1C2=CC=CC=C2C(=C2C=CC(=CC12)N(C1=CC=CC=C1)C1=CC=C(C=C1)N1C2=CC=CC=C2C=2C=CC=CC12)C1=C(C=CC=C1)C1=CC=CC=C1)C1=CC=CC=C1